FC(C1=CC=C(C=N1)CN1N=C2N([C@@H](CCC2)C(=O)N2C[C@H](CC2)F)C1=O)F (5S)-2-{[6-(Difluoromethyl)pyridin-3-yl]methyl}-5-{[(3S)-3-fluoropyrrolidin-1-yl]carbonyl}-5,6,7,8-tetrahydro[1,2,4]triazolo[4,3-a]pyridin-3(2H)-one